2-(3-Chloro-4-(6-(1-methylcyclopropoxy)-9-((4-methylpyridin-2-yl)methyl)-9H-purin-8-yl)phenyl)acetamide ClC=1C=C(C=CC1C=1N(C2=NC=NC(=C2N1)OC1(CC1)C)CC1=NC=CC(=C1)C)CC(=O)N